OC=1C=C(C=CC1O)CCCCCCC1=CC(=C(C=C1)O)O 1,6-bis(3,4-dihydroxyphenyl)hexane